5-(4-((1-(2-(4-(4-amino-3-(4-phenoxyphenyl)-1H-pyrazolo[3,4-d]pyrimidin-1-yl)piperidin-1-yl)ethyl)azetidin-3-yl)methyl)piperazin-1-yl)-2-(2,6-dioxopiperidin-3-yl)isoindoline-1,3-dione NC1=C2C(=NC=N1)N(N=C2C2=CC=C(C=C2)OC2=CC=CC=C2)C2CCN(CC2)CCN2CC(C2)CN2CCN(CC2)C=2C=C1C(N(C(C1=CC2)=O)C2C(NC(CC2)=O)=O)=O